Dinitrofluorene C1C2=CC=CC=C2C3=C1C(=C(C=C3)[N+](=O)[O-])[N+](=O)[O-]